FC1=CC=C2[C@@H](N3C(C2=C1)=CN=C3)[C@H]3[C@@H](CC3)O (1R,2S)-2-((S)-8-Fluoro-5H-imidazo[5,1-a]isoindol-5-yl)cyclobutan-1-ol